2-chloro-N-phenyl-5-(4H-1,2,4-triazol-4-yl)benzamide ClC1=C(C(=O)NC2=CC=CC=C2)C=C(C=C1)N1C=NN=C1